benzyl (3-(4-bromo-2-(3-iodophenyl)-2-methyl-3-oxobutoxy)propyl)(methyl)carbamate BrCC(C(COCCCN(C(OCC1=CC=CC=C1)=O)C)(C)C1=CC(=CC=C1)I)=O